tert-Butyl N-[1-(4-{2-[ethyl(isopropyl)carbamoyl]phenyl}-1-methyl-1H-pyrazolo[3,4-b]pyridin-6-yl)piperidin-3-yl]carbamate C(C)N(C(=O)C1=C(C=CC=C1)C1=C2C(=NC(=C1)N1CC(CCC1)NC(OC(C)(C)C)=O)N(N=C2)C)C(C)C